C(C)(C)(C)C(C(=O)[O-])CCCCCCCC 2-t-Butyldecanoat